(2R,3R)-2-methyl-3-(3-methylbut-2-en-1-yl)oxiran C[C@H]1O[C@@H]1CC=C(C)C